4-((1r,3r)-3-Amino-2,2,4,4-tetramethyl-cyclobutoxy)-2-methoxy-benzonitrile NC1C(C(C1(C)C)OC1=CC(=C(C#N)C=C1)OC)(C)C